NC=1SC2=C(N1)C(=CC=C2F)C2=C(C=C1C(=NC(=NC1=C2F)OCC(CO)O)N2CC1CCC(C2)N1)C(F)(F)F 3-((7-(2-amino-7-fluorobenzo[d]thiazol-4-yl)-4-(3,8-diazabicyclo[3.2.1]octan-3-yl)-8-fluoro-6-(trifluoromethyl)quinazolin-2-yl)oxy)propane-1,2-diol